(4S)-7,8-dichloro-2-(difluoromethyl)-6-(2,6-difluorophenyl)-4-methyl-4H-[1,2,4]triazolo[1,5-a][1,4]benzodiazepine ClC1=C(C=CC2=C1C(=N[C@H](C=1N2N=C(N1)C(F)F)C)C1=C(C=CC=C1F)F)Cl